ClC1=CC=C(C=C1)C1C(C1)C(=O)N 2-(4-chlorophenyl)cyclopropane-1-carboxamide